magnesium-copper-zinc [Zn].[Cu].[Mg]